ICCCCCCCCCCCCCC 1-iodotetradecane